2-[3-(Ethylamino)-5-[2-methyl-4-(4-methyl-1,2,4-triazol-3-yl)pyrazol-3-yl]phenyl]-4-(trifluoromethyl)-3H-isoindol-1-one C(C)NC=1C=C(C=C(C1)C=1N(N=CC1C1=NN=CN1C)C)N1C(C2=CC=CC(=C2C1)C(F)(F)F)=O